CC1=CCC2(C(CCC(CC2O)(C)C)C1)C 2,4a,7,7-tetramethyl-4,4a,5,6,7,8,9,9a-octahydro-1H-benzo[7]annulen-5-ol